2-(2-methoxyphenoxy)-N-((4-phenoxyphenyl)carbamoyl)acetamide methyl-5-bromo-3-[(4-nitrophenoxy)carbonylamino]thiophene-2-carboxylate COC(=O)C=1SC(=CC1NC(=O)OC1=CC=C(C=C1)[N+](=O)[O-])Br.COC1=C(OCC(=O)NC(NC2=CC=C(C=C2)OC2=CC=CC=C2)=O)C=CC=C1